[3-(4-AMINOCINNOLIN-7-YL)-4-(PYRROLIDINE-1-CARBONYL)PHENYL]BORONIC ACID NC1=CN=NC2=CC(=CC=C12)C=1C=C(C=CC1C(=O)N1CCCC1)B(O)O